ClC1=C(C=CC(=C1)C1=NC=CC(=C1)C1=CC=CC=C1)O 2-chloro-4-(4-phenylpyridin-2-yl)phenol